FCC=1C=C(C=CC1OC)N(C(C#C[Si](C(C)C)(C(C)C)C(C)C)=O)C1(CCOCC1)C(=O)N 4-(N-(3-(fluoromethyl)-4-methoxyphenyl)-3-(triisopropyl-silyl)propiolamido)tetrahydro-2H-pyran-4-carboxamide